(9S,13S,14S)-3-methoxy-17-benzylmorphinan oxalate salt C(C(=O)O)(=O)O.COC=1C=CC=2C[C@H]3[C@H]4CCCC[C@]4(C2C1)CCN3CC3=CC=CC=C3